FC1=CC2=C(NN=N2)C=C1 5-fluoro-1H-benzo[d][1,2,3]triazole